(1r,4r)-N1-(5-Methyl-4-(6-(pyridin-2-ylamino)imidazo[1,2-a]pyridin-3-yl)pyrimidin-2-yl)cyclohexane-1,4-diamine CC=1C(=NC(=NC1)NC1CCC(CC1)N)C1=CN=C2N1C=C(C=C2)NC2=NC=CC=C2